ClC=1C=C(C=CC1OC)[C@H](C)NC(=O)C=1C=NC2=C(N=C(C=C2C1N1CCN[C@H](CC1)C)C)OC N-[(S)-1-(3-chloro-4-methoxyphenyl)ethyl]-4-[(S)-5-methyl-1,4-diazepan-1-yl]-8-methoxy-6-methyl-1,7-diaza-3-naphthamide